methyl 4-(4-cyclobutylpiperazin-1-yl)-2-methoxybenzoate C1(CCC1)N1CCN(CC1)C1=CC(=C(C(=O)OC)C=C1)OC